1,3,5-tris(3-mercaptobutoxyethyl)-1,3,5-triazine-2,4,6(1h,3h,5h)-trione SC(CCOCCN1C(N(C(N(C1=O)CCOCCC(C)S)=O)CCOCCC(C)S)=O)C